azole hexafluorophosphate F[P-](F)(F)(F)(F)F.N1C=CC=C1